tert-butyl (S)-(6-(2-((tert-butoxycarbonyl)amino)-4-fluorobutyl)-2-chloro-7-methylthieno[3,2-d]pyrimidin-4-yl)(furan-2-ylmethyl)carbamate C(C)(C)(C)OC(=O)N[C@H](CC1=C(C=2N=C(N=C(C2S1)N(C(OC(C)(C)C)=O)CC=1OC=CC1)Cl)C)CCF